C(CCCCCCCCCCCCCCCCCCCCC)(=O)OCC(COC(CCCCCCCCCCCCCCCCCCCCC)=O)(COCC(COC(CCCCCCCCCCCCCCCCCCCCC)=O)(COCC(COC(CCCCCCCCCCCCCCCCCCCCC)=O)(COC(CCCCCCCCCCCCCCCCCCCCC)=O)COC(CCCCCCCCCCCCCCCCCCCCC)=O)COC(CCCCCCCCCCCCCCCCCCCCC)=O)COC(CCCCCCCCCCCCCCCCCCCCC)=O tripentaerythritol octabehenate